(ethylsulfonyloxyimino)-1-chloropentenylacetonitrile C(C)S(=O)(=O)ON=C(C#N)C(=CCCC)Cl